N-(6-(4-(2-(Isopropylamino)-2-oxoethyl)piperazin-1-yl)-2,2-dimethyl-2,3-dihydrobenzofuran-5-yl)pyrazolo[1,5-a]pyrimidine-3-carboxamide C(C)(C)NC(CN1CCN(CC1)C1=CC2=C(CC(O2)(C)C)C=C1NC(=O)C=1C=NN2C1N=CC=C2)=O